ribofuranosyl-1,2,4-triazole-3-carboxylate C1([C@H](O)[C@H](O)[C@H](O1)CO)C1=NC(=NN1)C(=O)[O-]